4-(3-Nitrophenyl)morpholine [N+](=O)([O-])C=1C=C(C=CC1)N1CCOCC1